C(C)(C)(C)N1C[C@@H](NCC1)CO tert-butyl-(3R)-3-(hydroxymethyl)piperazine